(1-(((2R,3S,4R,5R)-5-(6-chloro-4-((cyclopropylmethyl)amino)-1H-pyrazolo[3,4-d]pyrimidin-1-yl)-3,4-dihydroxytetrahydrofuran-2-yl)methoxy)-2-hydroxyethyl)phosphonic acid ClC1=NC(=C2C(=N1)N(N=C2)[C@H]2[C@@H]([C@@H]([C@H](O2)COC(CO)P(O)(O)=O)O)O)NCC2CC2